ClC1=CC(=C2C(=N1)N(C=N2)CCO)N2CCOCC2 2-(5-chloro-7-morpholino-3H-imidazo[4,5-b]pyridin-3-yl)ethanol